C(C)(C)(C)OC(C(CCOC)N1C(C=C(C(=C1)OC)C1=C(C=CC(=C1)Cl)C1=CN=CO1)=O)=O 2-{4-[5-chloro-2-(1,3-oxazol-5-yl)phenyl]-5-methoxy-2-oxopyridin-1(2H)-yl}-4-methoxybutyric acid tert-butyl ester